C(C)N1C(C2=CC=C(C=C2C1)C=1OC2=C(C=C(C=C2C(C1)=O)C)C(C)NC1=C(C(=O)O)C=CC=C1)=O 2-((1-(2-(2-Ethyl-1-oxoisoindolin-5-yl)-6-methyl-4-oxo-4H-chromen-8-yl)ethyl)amino)benzoic acid